ClC=1C=C(C=CC1Cl)CNC=1NC(C2=C(N1)C(=NN2)F)=O 5-[(3,4-Dichlorophenyl)methylamino]-3-fluoro-1,6-dihydropyrazolo[4,3-d]pyrimidin-7-one